C1(C2=CC=C(C(=O)OCCCCO1)C=C2)=O 1,4-butylene terephthalate